6-chloro-1H-indole-2-carbohydrazide ClC1=CC=C2C=C(NC2=C1)C(=O)NN